6-(2-Fluoro-6-meth-ylphenyl)-3-(((S)-10-hydroxy-7-((R)-2-phenylpiperazine-1-carbonyl)-7-aza-spiro[4.5]decan-10-yl)methyl)pyrimidin-4(3H)-one FC1=C(C(=CC=C1)C)C1=CC(N(C=N1)C[C@@]1(CCN(CC12CCCC2)C(=O)N2[C@@H](CNCC2)C2=CC=CC=C2)O)=O